ClC1=C(C(=CC(=C1)Cl)Cl)N1C(C=CC1=O)=O N-(2,4,6-trichlorophenyl)-maleimide